N-(pyridine-2-yl)picolinamide N1=C(C=CC=C1)NC(C1=NC=CC=C1)=O